1-ethyl-4-(tritylthio)piperidine C(C)N1CCC(CC1)SC(C1=CC=CC=C1)(C1=CC=CC=C1)C1=CC=CC=C1